ClC1=C2C=CNC2=CC(=C1)NC1=CC(=CC(=N1)C#N)NC=1C=NC(=CC1)CC 6-[(4-chloro-1H-indol-6-yl)amino]-4-[(6-ethylpyridin-3-yl)amino]pyridine-2-carbonitrile